C12(CC3CC(CC(C1)C3)C2)NC=2NC(/C(/N2)=C/C2=CC3=C(N=CS3)C=C2)=O (4Z)-2-(1-Adamantylamino)-4-(1,3-benzothiazol-6-ylmethylene)-1H-imidazol-5-one